F[C@]12[C@H](CNCC1)CNC2=O (3aR,7aS)-7a-fluoro-octahydro-1H-pyrrolo[3,4-c]pyridin-1-one